C(C(C)C)N1C2=NC(=NC(=C2N=C1)N/N=C/C1=CC(=CC=C1)C)N1CCOCC1 (E)-4-(9-isobutyl-6-(2-(3-methylbenzylidene)hydrazinyl)-9H-purin-2-yl)morpholine